C(#N)C1=C(N=C2N(C1=O)C=C(C=C2[C@@H](C)NC2=C(C(=O)O)C=CC=C2)C)N2C(CN(CC2)C2=CC=CC=C2)C 2-(((1R)-1-(3-cyano-7-methyl-2-(2-methyl-4-phenylpiperazin-1-yl)-4-oxo-4H-pyrido[1,2-a]pyrimidin-9-yl)ethyl)amino)benzoic acid